FC(C=1C=C(C=CC1)C=1C=C(OC1)C(=O)Cl)(F)F 4-(3-(trifluoromethyl)phenyl)furan-2-carbonyl chloride